6,7-dihydro-5H-cyclopenta[b]pyridin-5-one N1=C2C(=CC=C1)C(CC2)=O